BrC=1N=CC(=NC1)N[C@@H]1C[C@H](CC1)NC1=NC=C(C=N1)OC(F)F (1S,3S)-N1-(5-bromopyrazin-2-yl)-N3-(5-(difluoromethoxy)pyrimidin-2-yl)cyclopentane-1,3-diamine